3-(5-(aminomethyl)isoquinolin-4-yl)-6-((6-chloro-4-(3-hydroxypropyl)-2-methyl-2H-indazol-5-yl)amino)-1-(3,4,5-trifluorobenzyl)-1,3,5-triazine-2,4(1H,3H)-dione dihydrochloride Cl.Cl.NCC1=C2C(=CN=CC2=CC=C1)N1C(N(C(=NC1=O)NC1=C(C2=CN(N=C2C=C1Cl)C)CCCO)CC1=CC(=C(C(=C1)F)F)F)=O